ClC=1C(NC2=C(C(=CC=C2C1C)CN1CCN(CC1)C=1C=CC(=NC1F)C(=O)NC)F)=O 5-{4-[(3-chloro-8-fluoro-4-methyl-2-oxo-1H-quinolin-7-yl)methyl]piperazin-1-yl}-6-fluoro-N-methylpyridine-2-carboxamide